rac-(1s,2r,3r,5r)-3-([5-[4-chloro-5-fluoro-2-(methoxymethoxy) phenyl] pyrazin-2-yl] (methyl) amino)-2-fluoro-1,5-dimethyl-8-azabicyclo[3.2.1]octane-8-carboxylate ClC1=CC(=C(C=C1F)C=1N=CC(=NC1)N([C@H]1[C@H]([C@@]2(CC[C@](C1)(N2C(=O)[O-])C)C)F)C)OCOC |r|